FC1=C(C=C(C=C1)F)C(CC(C=O)C)(CC=C(C)C)C 4-(2,5-difluorophenyl)-2,4,7-trimethyloct-6-enal